CN1CCC2(CC1)C(NC1=CC(=CC=C12)C=1C=CC=C(C(=O)N)C1)=O 5-(1'-methyl-2-oxospiro[indolin-3,4'-piperidin]-6-yl)benzamide